6-methyl-7-(2-methyl-4-(6-(trifluoromethyl)-pyrido[3,2-d]pyrimidin-2-yl)phenyl)-1-(tetrahydro-2H-pyran-2-yl)-6,7-dihydro-1H-pyrazolo[3,4-f][1,4]oxazepin-8(5H)-one CC1COC2=C(C(N1C1=C(C=C(C=C1)C=1N=CC3=C(N1)C=CC(=N3)C(F)(F)F)C)=O)N(N=C2)C2OCCCC2